ClC1=C(C=CC(=C1)Cl)[C@H](C(C)C)N(C(C1=CC(=CC=C1)F)=O)CC=1C=NC=CC1 (S)-N-(1-(2,4-dichlorophenyl)-2-methylpropyl)-3-fluoro-N-(pyridin-3-ylmethyl)benzamide